OC1=C(C=C(C2=CC=CC=C12)O)C(=O)SCCNC(CCNC([C@@H](C(COP(OP(OC[C@@H]1[C@H]([C@H]([C@@H](O1)N1C=NC=2C(N)=NC=NC12)O)OP(=O)(O)O)(=O)O)(=O)O)(C)C)O)=O)=O 1,4-dihydroxy-2-naphthoyl-coa